ClC=1C=CC2=C(NC(=N2)CCNC2CCC3(CN(C3)C(=O)C=3C=CC(=C(C3)O)C)CC2)C1 5-(7-{[2-(6-chloro-1H-1,3-benzodiazol-2-yl)ethyl]amino}-2-azaspiro[3.5]nonane-2-carbonyl)-2-methylphenol